6,7-dihydro-2H-[1,2,3]triazolo[4,5-f][1,4]oxazepin N1NN=C2C1=CNCCO2